tert-butyl (3R)-3-[(2-amino-6-chlorophenyl)amino]azepane-1-carboxylate NC1=C(C(=CC=C1)Cl)N[C@H]1CN(CCCC1)C(=O)OC(C)(C)C